N-(1-(7-Methoxyquinolin-5-yl)cyclopropyl)-2-methyl-4-(methylamino)-5-((1-methylazetidin-2-yl)methoxy)benzamide COC1=CC(=C2C=CC=NC2=C1)C1(CC1)NC(C1=C(C=C(C(=C1)OCC1N(CC1)C)NC)C)=O